tetrahydro-2H-pyran-4-yl-2-((tert-butoxycarbonyl) amino)-2-methylpropionate O1CCC(CC1)OC(C(C)(C)NC(=O)OC(C)(C)C)=O